N1=C(C=NC=C1)[C@H]1N(OCC1)C(=O)[C@@H]1CC[C@H](CC1)COC1=CC=C(C=N1)C#N trans-6-[[4-[(3S)-3-pyrazin-2-ylisoxazolidine-2-carbonyl]cyclohexyl]methoxy]pyridine-3-carbonitrile